B([O-])([O-])[O-].[Li+].C(C(=O)O)(=O)O.C(C(=O)O)(=O)O.[Li+].[Li+] bis-oxalic acid Lithium Borate